C[C@@H](N)CC1=CNC=N1 R-α-methyl-histamine